(2'-amino-5-(dimethylcarbamoyl)-[2,3'-bipyridin]-5'-yl)-1H-pyrrolo[2,3-b]pyridine-2-carboxylic acid methyl ester COC(=O)C1=CC=2C(=NC=CC2)N1C=1C=C(C(=NC1)N)C1=NC=C(C=C1)C(N(C)C)=O